tert-butyl {3-[3-chloro-10-[2-(tetrahydro-2H-pyran-2-yloxy)ethyl]-11-oxo-10,11-dihydro-5H-dibenzo[b,e][1,4]diazepin-5-yl]propyl} imidodicarbonate C(=O)(OC(C)(C)C)NC(=O)OCCCN1C2=C(N(C(C3=C1C=C(C=C3)Cl)=O)CCOC3OCCCC3)C=CC=C2